C(C1=CC=CC=C1)N1CCC2(CCN(CC2)CC2C(CN(CC2)C(=O)OC(C)(C)C)(F)F)CC1 Tert-butyl 4-({9-benzyl-3,9-diazaspiro[5.5]undecan-3-yl}methyl)-3,3-difluoropiperidine-1-carboxylate